tert-butyl 4-(8-((4-([1,2,4]triazolo[1,5-a]pyridin-7-yloxy)-3-methylphenyl) amino)-7-cyano-1,5-naphthyridin-2-yl)-3,6-dihydropyridine-1(2H)-carboxylate N=1C=NN2C1C=C(C=C2)OC2=C(C=C(C=C2)NC=2C(=CN=C1C=CC(=NC21)C=2CCN(CC2)C(=O)OC(C)(C)C)C#N)C